((1S,4R,6R)-6-((1,8-naphthyridin-2-yl)oxy)-2-azabicyclo[2.2.1]heptan-2-yl)(2-(2H-1,2,3-triazol-2-yl)phenyl)methanone N1=C(C=CC2=CC=CN=C12)O[C@@H]1C[C@@H]2CN([C@H]1C2)C(=O)C2=C(C=CC=C2)N2N=CC=N2